ClC1=C(C(=O)O)C=C(C(=C1)F)N1C(C=2CCCCC2C1=O)=O.ClC1=C(C=CC=C1)CC(=O)NC1=CC(=C(C=C1)OC1CCC1)S(N)(=O)=O 2-(2-chlorophenyl)-N-[4-(cyclobutyloxy)-3-sulfamoylphenyl]acetamide 2-chloro-5-(1,3-dioxo-1,3,4,5,6,7-hexahydro-2H-isoindol-2-yl)-4-fluorobenzoate